NCCNCCN N1-(2-aminoethyl)-1,2-ethanediamine